methylenebispyridine C(C1=NC=CC=C1)C1=NC=CC=C1